1-(8Z,11Z,14Z-eicosatrienoyl)-2-(11Z-docosenoyl)-glycero-3-phospho-(1'-sn-glycerol) CCCCCCCCCC/C=C\CCCCCCCCCC(=O)O[C@H](COC(=O)CCCCCC/C=C\C/C=C\C/C=C\CCCCC)COP(=O)(O)OC[C@H](CO)O